pyrenetrisulfonic Acid Trisodium Salt C1=CC2=C3C(=C1)C=CC4=C(C(=C(C(=C43)C=C2)S(=O)(=O)[O-])S(=O)(=O)[O-])S(=O)(=O)[O-].[Na+].[Na+].[Na+]